N-(1-(4-chlorophenyl)-2,2,2-trifluoroethyl)-N-ethyl-1-(2-hydroxyethyl)-6-oxo-1,6-dihydropyridine-3-sulfonamide ClC1=CC=C(C=C1)C(C(F)(F)F)N(S(=O)(=O)C1=CN(C(C=C1)=O)CCO)CC